4-(N-isopropylamino)-3,5-dibromobenzoic acid C(C)(C)NC1=C(C=C(C(=O)O)C=C1Br)Br